1-(4-Methoxy-phenyl)-2,3,4,9-tetrahydro-1H-β-carboline COC1=CC=C(C=C1)C1NCCC=2C3=CC=CC=C3NC12